FC(C(=O)N1CC(CC1)N1N=C(C2=NC=CC=C21)C2=CC=C(C=C2)C(F)(F)F)=C 2-fluoro-1-(3-(3-(4-(trifluoromethyl)phenyl)-1H-pyrazolo[4,3-b]pyridin-1-yl)pyrrolidin-1-yl)prop-2-en-1-one